(3-((tert-butyldimethylsilyl)oxy)-2,6-dichlorophenyl)-4-methoxy-2-((3-methyl-4-(1-methyl-piperidin-4-yl)phenyl)amino)pyrimidine [Si](C)(C)(C(C)(C)C)OC=1C(=C(C(=CC1)Cl)C=1C(=NC(=NC1)NC1=CC(=C(C=C1)C1CCN(CC1)C)C)OC)Cl